C(C)C=1C=C(C=CC1F)N(C(=O)[C@H]1N(C(OC1)=O)C1=NC(=CC(=C1)C(F)(F)F)C)C (S)-N-(3-Ethyl-4-fluorophenyl)-N-methyl-3-(6-methyl-4-(trifluoromethyl)pyridin-2-yl)-2-oxo-oxazolidine-4-carboxamide